(R)-2-((6-((3R,4R)-4-amino-3-fluoropiperidin-1-yl)-3,5-dicyano-4-ethylpyridin-2-yl)thio)-2-phenylacetamide N[C@H]1[C@@H](CN(CC1)C1=C(C(=C(C(=N1)S[C@@H](C(=O)N)C1=CC=CC=C1)C#N)CC)C#N)F